NNNN tetrazane